3-(((R)-1-(3-((1S,6R)-2-oxa-5-azabicyclo[4.1.0]heptan-5-yl)-2-cyano-7-methylquinoxalin-5-yl)ethyl)amino)-6-chloropicolinic acid [C@H]12OCCN([C@@H]2C1)C=1C(=NC2=CC(=CC(=C2N1)[C@@H](C)NC=1C(=NC(=CC1)Cl)C(=O)O)C)C#N